sodium [7-oxo-3-(3-fluoropyrazol-1-yl)-1,6-diazabicyclo[3.2.1]oct-3-en-6-yl] sulfate S(=O)(=O)(ON1C2C=C(CN(C1=O)C2)N2N=C(C=C2)F)[O-].[Na+]